7-(3-((4-methoxypyrimidin-2-yl)amino)-7,8-dihydro-1,6-naphthyridin-6(5H)-yl)-8-methyl-4H-pyrimido[1,2-b]pyridazin-4-one COC1=NC(=NC=C1)NC=1C=NC=2CCN(CC2C1)C=1C(=CC=2N(N1)C(C=CN2)=O)C